ClC=1C(=C(C=CC1)NC1=NC=NC2=CC(=C(C=C12)[N+](=O)[O-])C#CC1(CNCC1)C)F N-(3-chloro-2-fluorophenyl)-7-((3-methylpyrrolidin-3-yl)ethynyl)-6-nitro-quinazolin-4-amine